CN1C=NC=2C1=NC=CC2NC(OC(C)(C)C)=O tert-butyl (3-methyl-3H-imidazo[4,5-b]pyridin-7-yl)carbamate